7-((2R,3R,4R,5S)-3,4-bis((tert-Butyldimethylsilyl)oxy)-5-((((2-methyl-4-phenylpyridin-3-yl)methyl)thio)methyl)tetrahydrofuran-2-yl)-7H-pyrrolo[2,3-d]pyrimidin-4-amine [Si](C)(C)(C(C)(C)C)O[C@H]1[C@@H](O[C@@H]([C@H]1O[Si](C)(C)C(C)(C)C)CSCC=1C(=NC=CC1C1=CC=CC=C1)C)N1C=CC2=C1N=CN=C2N